(2S,6S)-4-benzyl-1,2,6-trimethylpiperazine C(C1=CC=CC=C1)N1C[C@@H](N([C@H](C1)C)C)C